CC1=NC=C(C(=O)NCC2=NC=C3C=CC(=NC3=C2)C2=NC(=NC=C2)N2C[C@@]3(C(N(C(N3)=O)C)=O)CC2)C=C1S(=O)(=O)C (R)-6-methyl-N-((2-(2-(3-methyl-2,4-dioxo-1,3,7-triazaspiro[4.4]nonan-7-yl)pyrimidin-4-yl)-1,6-naphthyridin-7-yl)methyl)-5-(methylsulfonyl)nicotinamide